guanylamine C(N)(=N)N